4-(5-chloropentyl)styrene tert-butyl-6-oxa-3-azabicyclo[3.1.0]hexane-3-carboxylate C(C)(C)(C)OC(=O)N1CC2OC2C1.ClCCCCCC1=CC=C(C=C)C=C1